ClC=1C=CC(=C(C1)[C@H]1C[C@H](C1)NC(=O)C=1C=NN(C1)[C@H](CO)C1=CC=C(C=C1)CC1=NC=CC=C1)C#N N-((cis)-3-(5-Chloro-2-cyanophenyl)cyclobutyl)-1-((S)-2-hydroxy-1-(4-(pyridin-2-ylmethyl)phenyl)ethyl)-1H-pyrazole-4-carboxamide